6-[8-[[2-[2-(dimethylamino)ethyl]-8-fluoro-6,7-dihydro-5H-cyclopenta[f][1,3]benzoxazol-6-yl]methyl]-2-oxo-1-oxa-3,8-diazaspiro[4.5]decan-3-yl]-4H-pyrazino[2,3-b][1,4]oxazin-3-one CN(CCC=1OC2=C(N1)C=C1C(=C2F)CC(C1)CN1CCC2(CN(C(O2)=O)C2=NC3=C(OCC(N3)=O)N=C2)CC1)C